CN1C(C=C(C2=CC(=CC=C12)[N+](=O)[O-])NC(C(=O)N)C)=O (1-methyl-6-nitro-2-oxo-1,2-dihydroquinolin-4-yl)amino-propanamide